NC1=NC(N(C=C1)[C@@H]1CS[C@@H](O1)CO)=O 4-Amino-1-[(2R,5S)-2-(hydroxymethyl)-1,3-oxathiolan-5-yl]-1,2-dihydropyrimidin-2-one